C1(=CC(=CC=C1)OCC(COC1=C(C=CC=C1)CC=C)O)OCC(COC1=C(C=CC=C1)CC=C)O 1,1'-(1,3-phenylenedioxy)bis(3-(2-(2-propenyl)phenoxy)propan-2-ol)